2,6-Dimethyl-5-heptenoic acid CC(C(=O)O)CCC=C(C)C